ClC1=C(C=C(C(=O)NC2=CC=C(C=C2)[C@H]2CNCCC2)C=C1)C (S)-4-Chloro-3-methyl-N-(4-(piperidin-3-yl)-phenyl)-benzamid